[1,4'-bipiperidinyl-1'-yl-1-(4-hydroxy-piperidin-1-ylmethyl)-2-oxo-ethyl]-amide N1(CCCCC1)C1CCN(CC1)C(C(CN1CCC(CC1)O)[NH-])=O